(3S,4R)-4-{[5-fluoro-7-(3-fluoro-3-methylbutan-2-yl)pyrrolo[2,1-f][1,2,4]triazin-2-yl]amino}oxan-3-yl acetate C(C)(=O)O[C@@H]1COCC[C@H]1NC1=NN2C(C=N1)=C(C=C2C(C)C(C)(C)F)F